FC=1C=C(C=CC1OC1=C2C(=NC=C1)NN=C2NC(C)(CC(C)O)C)NC(=O)C=2C(N(N=CC2)C2=CC=C(C=C2)F)=O N-(3-fluoro-4-((3-((4-hydroxy-2-methylpentan-2-yl)amino)-1H-pyrazolo[3,4-b]pyridin-4-yl)oxy)phenyl)-2-(4-fluorophenyl)-3-oxo-2,3-dihydropyridazine-4-carboxamide